2-(4-chloro-3-fluorophenoxy)-N-{4-[5-(4-chloro-3-fluorophenyl)-1,3,4-oxadiazol-2-yl]-3-oxobicyclo[2.2.2]oct-1-yl}acetamide ClC1=C(C=C(OCC(=O)NC23CC(C(CC2)(CC3)C=3OC(=NN3)C3=CC(=C(C=C3)Cl)F)=O)C=C1)F